FC(C=1C=C(CC=2OCC(N2)C(=O)OC)C=CC1)(F)F methyl 2-(3-(trifluoromethyl)benzyl)-4,5-dihydrooxazole-4-carboxylate